N-phenyl[1,1':3',1''-terphenyl]-2'-amine C1(=CC=CC=C1)NC1=C(C=CC=C1C1=CC=CC=C1)C1=CC=CC=C1